C(C)N1C=C(C(C2=CC(=C(C=C12)N1CCN(CC1)CC1=CC=C(C=C1)COC)F)=O)C(=O)O 1-ethyl-6-fluoro-7-(4-(4-(methoxymethyl)benzyl)piperazin-1-yl)-4-oxo-1,4-dihydroquinoline-3-carboxylic acid